C(C)(C)(C)C1=NN(C(=C1)NC(NC1=CC=C(C=C1)B1OC(C(O1)(C)C)(C)C)=O)C1=CC=C(C=C1)C(C)C 3-{3-tert-butyl-1-[4-(propan-2-yl)phenyl]-1H-pyrazol-5-yl}-1-[4-(tetramethyl-1,3,2-dioxaborolan-2-yl)phenyl]urea